2,6-Naphthalindithiol C1=C(C=CC2=CC(=CC=C12)S)S